COC=1C=C2CCN(CC2=CC1OC)C(=O)C1=CC(=CC=C1)[N+](=O)[O-] (6,7-dimethoxy-3,4-dihydroisoquinolin-2(1H)-yl)(3-nitrophenyl)methanone